N-(1-cyanocyclopropyl)-3-(5-(difluoromethyl)-1,3,4-thiadiazol-2-yl)-8-((3S,5S)-3,5-dimethylpiperazin-1-yl)imidazo[1,5-a]pyridine-6-sulfonamide C(#N)C1(CC1)NS(=O)(=O)C=1C=C(C=2N(C1)C(=NC2)C=2SC(=NN2)C(F)F)N2C[C@@H](N[C@H](C2)C)C